C1(CC1)C(=O)N1CCN(CC1)C(=O)O[C@H](CC1=CNC(C(=C1)C(F)(F)F)=O)C (S)-1-(6-oxo-5-(trifluoromethyl)-1,6-dihydropyridin-3-yl)propan-2-yl 4-(cyclopropanecarbonyl)piperazine-1-Carboxylate